N-(4-(cis-bicyclo[3.1.0]hexan-3-yloxy)-3-fluoro-5-methylphenyl)-2-(3,3-diethylazetidin-1-yl)-5-(2,2,2-trifluoroethyl)oxazole-4-carboxamide C12CC(CC2C1)OC1=C(C=C(C=C1C)NC(=O)C=1N=C(OC1CC(F)(F)F)N1CC(C1)(CC)CC)F